Cl.NC#CC aminopropyne Hydrochloride